(R,E)-1,3-dimethyl-4-(3-(4-nitrophenyl)allyl)piperazin-2-one CN1C([C@H](N(CC1)C\C=C\C1=CC=C(C=C1)[N+](=O)[O-])C)=O